C(C)(C)(C)OC(N[C@H](CO)C(C)C)=O tert-butyl[(2S)-1-hydroxy-3-methylbutan-2-yl]carbamate